CS(=O)(=O)C=1C=C(C(=O)O)C=CN1 2-(methylsulfonyl)isonicotinic acid